N[C@H](C(=O)O)CNC(=O)N[C@@H]1CCC2=CC=CC=C12 (S)-2-amino-3-(3-((R)-2,3-dihydro-1H-inden-1-yl)ureido)propanoic acid